ClC=1C=C(C=CC1)C1(CCN(CC1)C(=O)OC(C)(C)C)C(=O)OC 1-(tert-butyl) 4-methyl 4-(3-chlorophenyl)piperidine-1,4-dicarboxylate